O[C@@]1(CN(CC1)C[C@@H](C)[C@H]1CC[C@H]2\C(\CCC[C@]12C)=C\C=C1C[C@@H](C[C@@H](C1)O)O)C (1R,3S)-5-(2-((1R,3aS,7aR,E)-1-((S)-1-((S)-3-hydroxy-3-methylpyrrolidin-1-yl)propan-2-yl)-7a-methyl-octahydro-4H-inden-4-ylidene)ethylidene)cyclohexane-1,3-diol